Oxanorbornene C1CC2C=CC1O2